5-(3-bromobenzoyl)amino-3-(1-propyl-1,2,3,6-tetrahydropyridin-4-yl)-1H-indole BrC=1C=C(C(=O)NC=2C=C3C(=CNC3=CC2)C=2CCN(CC2)CCC)C=CC1